2-{2-[(1H-1,3-Benzodiazol-2-ylmethyl)amino]ethyl}-N-[(1-methyl-1H-pyrazol-5-yl)methyl]-1,3-thiazole-4-carboxamide N1C(=NC2=C1C=CC=C2)CNCCC=2SC=C(N2)C(=O)NCC2=CC=NN2C